(2R,3S)-3-((2-(6-chloro-3-methoxyquinolin-8-yl)-5-fluorobenzo[d]thiazol-6-yl)oxy)butan-2-ol ClC=1C=C2C=C(C=NC2=C(C1)C=1SC2=C(N1)C=C(C(=C2)O[C@H]([C@@H](C)O)C)F)OC